S-methyl-D-Cysteine CSC[C@H](C(=O)O)N